ClC1=C(C=C2C=C(N=CC2=C1)NC(=O)[C@H]1[C@H]([C@@H]1C1=NN(C=C1)C)C)N1CCN(CC1)[C@@]1(COC[C@@H]1O)C (1S,2S,3S)-N-[7-chloro-6-[4-((3R,4R)-4-hydroxy-3-methyl-tetrahydrofuran-3-yl)piperazin-1-yl]-3-isoquinolyl]-2-methyl-3-(1-methylpyrazol-3-yl)cyclopropanecarboxamide